NC=1SC2=C(N1)C(=CC=C2F)C2=C(C=C1C(=NC(=NC1=C2F)OC[C@]21CCCN1C[C@@H](C2)F)N2CCC1(CN(C1)C(=O)N)CC2)Cl 7-(7-(2-amino-7-fluorobenzo[d]thiazol-4-yl)-6-chloro-8-fluoro-2-(((2R,7aS)-2-fluorotetrahydro-1H-pyrrolizin-7a(5H)-yl)methoxy)quinazolin-4-yl)-2,7-diazaspiro[3.5]nonane-2-carboxamide